N[C@H]1CN(C[C@@H]1F)C(=O)OC(C)(C)C (3S,4S)-tert-butyl 3-amino-4-fluoropyrrolidine-1-carboxylate